tert-butyl (R)-3-(3-(4-(1-(hydroxyimino)ethyl)phenyl)-1,2,4-oxadiazol-5-yl)pyrrolidine-1-carboxylate ON=C(C)C1=CC=C(C=C1)C1=NOC(=N1)[C@H]1CN(CC1)C(=O)OC(C)(C)C